2-Methyl-7-chloroquinoline CC1=NC2=CC(=CC=C2C=C1)Cl